NC1=C2C(=NC=N1)N(N=C2C2=CC=C(C=C2)OC2=CC=CC=C2)[C@H]2CN(CCC2)C(=O)OC2=CC=C(C=C2)[N+](=O)[O-] 4-nitrophenyl (R)-3-(4-amino-3-(4-phenoxyphenyl)-1H-pyrazolo(3,4-d)pyrimidin-1-yl)piperidine-1-carboxylate